N(=NC(C#N)(CC(C)C)C)C(C#N)(CC(C)C)C azo-bis-(2,4-dimethylpentanenitrile)